methyl 6-((2-methoxyethyl) amino)-5-nitropicolinate COCCNC1=C(C=CC(=N1)C(=O)OC)[N+](=O)[O-]